hydroxyethyl-ethylenedistearamide OCCC(C(=O)N)CCCCCCCCCCCCCCCCCCCCCCCCCCCCCCCCCCCC(=O)N